NC=1C=CC(=NC1)N1N=C(C(=C1)C1=CN=C(N1C)C(=O)NC1=CC(=C(C=C1)C(=O)N1C2CNCC1C2)Cl)C(F)(F)F 5-[1-(5-amino-2-pyridinyl)-3-(trifluoromethyl)pyrazol-4-yl]-N-[3-chloro-4-(3,6-diazabicyclo[3.1.1]heptane-6-carbonyl)phenyl]-1-methyl-imidazole-2-carboxamide